CC1=C(C=C(C(=O)NC=2OC=C(N2)C(C)C)C=C1)C#CC=1C=NC=CC1 4-methyl-N-[4-(propan-2-yl)-1,3-oxazol-2-yl]-3-[2-(pyridin-3-yl)ethynyl]benzamide